ClC1=NC(=C(C(=C1C#N)C1CC1)C#N)N1CCN(C(CC1)=O)C 2-chloro-4-cyclopropyl-6-(4-methyl-5-oxo-1,4-diazepan-1-yl)pyridine-3,5-dicarbonitrile